C(CCCCCCCC)(=O)OC(C)(C)C t-butyl pelargonate